methyl 5-bromo-2-propionamidobenzoate BrC=1C=CC(=C(C(=O)OC)C1)NC(CC)=O